CC1(CO1)COC=C 3-methyl-3-(vinyloxymethyl)oxirane